3,5-dimethoxybenzyl (4-nitrophenyl) carbonate C(OCC1=CC(=CC(=C1)OC)OC)(OC1=CC=C(C=C1)[N+](=O)[O-])=O